(R)-ethyl 4-((2S,3R,6S)-2,3-bis(4-chlorophenyl)-6-(4-fluorobenzyl)-5-oxomorpholino)hept-2-enoate ClC1=CC=C(C=C1)[C@@H]1O[C@H](C(N([C@@H]1C1=CC=C(C=C1)Cl)[C@@H](C=CC(=O)OCC)CCC)=O)CC1=CC=C(C=C1)F